7-(4-(pyrrolidin-1-ylmethyl)benzyl)imidazo[2,1-f][1,2,4]triazine-2,4-diamine N1(CCCC1)CC1=CC=C(CC2=CN=C3C(=NC(=NN32)N)N)C=C1